(1H-benzimidazol-5-ylamino)[4-(1,3-thiazol-2-yl)phenyl]acetonitrile N1C=NC2=C1C=CC(=C2)NC(C#N)C2=CC=C(C=C2)C=2SC=CN2